O.[Mn].[Fe] iron-manganese (hydrogen) oxide